tert-Butyl ((1-(4-(trifluoromethoxy)phenyl)-4-vinyl-1H-pyrazolo[3,4-b]pyridin-3-yl)methyl)carbamate FC(OC1=CC=C(C=C1)N1N=C(C=2C1=NC=CC2C=C)CNC(OC(C)(C)C)=O)(F)F